C(C)(=O)[O-].C(C)(=O)[O-].C(C)(C)O[Ti+2]OC(C)C diisopropoxytitanium bis(acetate)